Ethylene difluoride C(CF)F